7-fluoro-3-(3-(4-(3-fluorophenyl)piperazin-1-yl)-3-oxopropyl)isoquinolin-1(2H)-one FC1=CC=C2C=C(NC(C2=C1)=O)CCC(=O)N1CCN(CC1)C1=CC(=CC=C1)F